(Z)-3-amino-4,4-difluoro-pent-2-enoic acid ethyl ester C(C)OC(\C=C(\C(C)(F)F)/N)=O